cyclohexanol acrylate C(C=C)(=O)OC1CCCCC1